NC=1C2=C(N=C(N1)C=1N=C(C=3N(C1)C=CN3)CC3=C(C=CC=C3)F)NC(C2(C)C2=NC=C(C(=C2)OC)Cl)=O 4-Amino-5-(5-chloro-4-methoxypyridin-2-yl)-2-{8-[(2-fluorophenyl)methyl]imidazo[1,2-a]pyrazin-6-yl}-5-methyl-5,7-dihydro-6H-pyrrolo[2,3-d]pyrimidin-6-one